C1=C(C=CC2=CC=CC=C12)C(=O)N[C@@H](C(=O)N1[C@@H](C[C@@H](C1)N1N=NC(=C1)C(C)(C)O)C(=O)NC(CCCCNC(OCC1=CC=CC=C1)=O)C(C(=O)N)=O)CC1CCCCC1 benzyl (5-((2S,4S)-1-((R)-2-(2-naphthamido)-3-cyclohexylpropanoyl)-4-(4-(2-hydroxypropan-2-yl)-1H-1,2,3-triazol-1-yl)pyrrolidine-2-carboxamido)-7-amino-6,7-dioxoheptyl)carbamate